COC1=CC=C(CS(=O)(=O)OC2=CC=C(C=C2)NC(=O)NC2=CC=C(C=C2)OS(=O)(=O)CC2=CC=C(C=C2)OC)C=C1 N,N'-di-[4-(p-methoxybenzylsulfonyloxy)phenyl]urea